(3S)-8-(6-tert-butyl-5-hydroxypyridin-3-yl)-3-methyl-6-oxo-2H,3H,4H,6H-pyrimido[2,1-b][1,3]thiazine-7-carbonitrile C(C)(C)(C)C1=C(C=C(C=N1)C=1N=C2SC[C@H](CN2C(C1C#N)=O)C)O